2-methyl-3-[(2E,6E,10E,14E)-3,7,11,15,19-pentamethylicosa-2,6,10,14,18-pentaen-1-yl]naphthalene-1,4-dione CC=1C(C2=CC=CC=C2C(C1C\C=C(\CC\C=C(\CC\C=C(\CC\C=C(\CCC=C(C)C)/C)/C)/C)/C)=O)=O